2,4,5,6-tetraiodoisophthalic acid IC1=C(C(=O)O)C(=C(C(=C1C(=O)O)I)I)I